O=C1NC=NC2=CC=CC=C12 4-oxo-3,4-dihydro-quinazolin